C(C1=CC=CC=C1)[N+](CC1=CC=CC=C1)(C)C benzyl-dimethyl-benzyl-ammonium